6-chloro-3-(5-methylisothiazol-3-yl)-[1,2,4]triazolo[4,3-b]pyridazin-8-carbonitrile ClC=1C=C(C=2N(N1)C(=NN2)C2=NSC(=C2)C)C#N